C(C)(=O)NC=1C=C2C(=CN1)N(C=C2C2=NC(=CC(=C2)C#N)SC)C(=O)OC(C)(C)C tert-butyl 5-acetamido-3-(4-cyano-6-(methylthio) pyridin-2-yl)-1H-pyrrolo[2,3-c]pyridine-1-carboxylate